CCC(C)C(N)S(=O)O thiaisoleucine